2-[(2S)-1,4-dioxan-2-ylmethyl]-N-[(6-methylpyridin-2-yl)methyl]-8-(trifluoromethyl)-4,5-dihydro-2H-furo[2,3-g]indazole-7-carboxamide O1[C@H](COCC1)CN1N=C2C3=C(CCC2=C1)OC(=C3C(F)(F)F)C(=O)NCC3=NC(=CC=C3)C